benzyl (2S,3R)-3-((tert-butoxycarbonyl)amino)-2-((((CIS)-4-phenylcyclohexyl)oxy)methyl)pyrrolidine-1-carboxylate C(C)(C)(C)OC(=O)N[C@H]1[C@H](N(CC1)C(=O)OCC1=CC=CC=C1)CO[C@@H]1CC[C@@H](CC1)C1=CC=CC=C1